N(=[N+]=[N-])CC1=NNC2=CC=C(C=C12)C#N 3-(azidomethyl)-1H-indazole-5-carbonitrile